SC(C1=CC=CC=C1)S(=O)(=O)[O-] mercapto-benzylsulfonate